7,7-Bis((3-(tert-butoxy)-3-oxopropoxy)methyl)-14,14-dimethyl-5,12-dioxo-3,9,13-trioxa-6-azapentadecanoic acid C(C)(C)(C)OC(CCOCC(NC(COCC(=O)O)=O)(COCCC(OC(C)(C)C)=O)COCCC(OC(C)(C)C)=O)=O